O[C@@H]1C[C@H](N(C1)C([C@@H](C(C)C)C1=CC(=NO1)OCCC1CCNCC1)=O)C(=O)N[C@@H](C)C1=CC=C(C=C1)C1=C(N=CS1)C (2S,4R)-4-hydroxy-1-((S)-3-methyl-2-(3-(2-(piperidin-4-yl)ethoxy)isoxazol-5-yl)butanoyl)-N-((S)-1-(4-(4-methylthiazol-5-yl)phenyl)ethyl)pyrrolidine-2-carboxamide